diHexylbenzene C(CCCCC)C1=C(C=CC=C1)CCCCCC